Ethyl(2,4,6-trimethylbenzoyl) phenylphosphinate C1(=CC=CC=C1)P(OC(C1=C(C(=C(C=C1C)C)CC)C)=O)=O